C(C1=CC=CC=C1)N1C[C@@H]2[C@H](C1)CC(C2)COC=2N=NC(=CC2)C=2C(=NN(C2)C)C (3aR,6aS)-2-benzyl-5-[[6-(1,3-dimethylpyrazol-4-yl)pyridazin-3-yl]oxymethyl]-3,3a,4,5,6,6a-hexahydro-1H-cyclopenta[c]pyrrole